4-(3-(5-fluoropyridin-2-yl)-1-methyl-1H-pyrazol-4-yl)-6,7-dihydro-5H-cyclopenta[b]pyridine FC=1C=CC(=NC1)C1=NN(C=C1C1=C2C(=NC=C1)CCC2)C